[N+](=O)([O-])C=1C=C(C=CC1)NP(N)(N)=O N-(3-nitrophenyl)phosphoric triamide